BrC=1CCCC2=C(C1C1=CC=C(C=C1)CC1CN(C1)CCCF)C=C(C(=C2)C(=O)OC)F Methyl 8-bromo-2-fluoro-9-(4-((1-(3-fluoropropyl)azetidin-3-yl)methyl)phenyl)-6,7-dihydro-5H-benzo[7]annulene-3-carboxylate